ClC[C@@H](COC1=C(C=C(C=C1)C(C)(C)C1=CC(=C(C=C1)OC[C@@H](CS(=O)(=O)CC)O)Cl)Cl)O (R)-1-chloro-3-(2-chloro-4-(2-(3-chloro-4-((S)-2-hydroxy-3-(ethylsulfonyl)propoxy)phenyl)propan-2-yl)phenoxy)propan-2-ol